Br[C@@H](C(=O)O)CC1CC1 (R)-2-bromo-3-cyclopropylpropionic acid